6-(2-amino-6-fluoro-5-(4-(piperazin-1-yl)phenyl)pyridin-3-yl)-3,4-dihydroisoquinolin-1(2H)-one, Trifluoroacetic Acid salt FC(C(=O)O)(F)F.NC1=NC(=C(C=C1C=1C=C2CCNC(C2=CC1)=O)C1=CC=C(C=C1)N1CCNCC1)F